C1(CC1)NC(C1=C(C=CC(=C1)F)SC1=CC=C2C(=NNC2=C1)\C=C\C1=NC(=CC=C1)CN1CCCC1)=O N-cyclopropyl-5-fluoro-2-({3-[(E)-2-{6-[(pyrrolidin-1-yl)methyl]pyridin-2-yl}vinyl]-1H-indazol-6-yl}thio)benzamide